(R)-N-(1-(1-(2-chloro-3-fluoropyridin-4-yl)-1H-1,2,3-triazol-5-yl)ethyl)-2-methylpropane-2-sulfinamide ClC1=NC=CC(=C1F)N1N=NC=C1C(C)N[S@](=O)C(C)(C)C